C(#N)C1=C(C=C(C=N1)NC(C(CCC(=O)OCC)=O)=O)C(F)(F)F ethyl 5-((6-cyano-5-(trifluoromethyl)pyridin-3-yl)amino)-4,5-dioxopentanoate